1-(2-chloro-6-fluorophenyl)-4-((4-(piperidine-1-carbonyl)phenyl)amino)-1H-pyrazole-3-carboxamide ClC1=C(C(=CC=C1)F)N1N=C(C(=C1)NC1=CC=C(C=C1)C(=O)N1CCCCC1)C(=O)N